ClC1=C(C(=NC(=N1)S(=O)(=O)C)N(C1=NN(C(=C1)C)CC1=CC=C(C=C1)OC)CC1=CC=C(C=C1)OC)OC 6-chloro-5-methoxy-N-(4-methoxybenzyl)-N-(1-(4-methoxybenzyl)-5-methyl-1H-pyrazol-3-yl)-2-(methylsulfonyl)pyrimidin-4-amine